FC=1C=C2C(=CNC2=CC1)C=O 5-fluoro-1H-indole-3-carbaldehyde